methyl 2-[4-[2-[(10S)-4-(2-hydroxyphenyl)-1,5,6,8,12-pentazatricyclo[8.4.0.02,7]tetradeca-2,4,6-trien-12-yl]pyrimidin-5-yl]piperazin-1-yl]spiro[3.3]heptane-6-carboxylate OC1=C(C=CC=C1)C=1C=C2N3CCN(C[C@@H]3CNC2=NN1)C1=NC=C(C=N1)N1CCN(CC1)C1CC2(C1)CC(C2)C(=O)OC